(2R,3S,5R)-3-(3,4-difluoro-2-methoxyphenyl)-5-methyl-5-(trifluoromethyl)tetrahydrothiophene-2-carboxamide FC=1C(=C(C=CC1F)[C@H]1[C@@H](S[C@](C1)(C(F)(F)F)C)C(=O)N)OC